C(C)(C)(C)OC([C@@H](CC1=CC(=CC=C1)C([2H])([2H])O)[C@@H]1CN(CC1)C(=O)OC(C)(C)C)=O tert-butyl (R)-3-((S)-1-(tert-butoxy)-3-(3-(hydroxymethyl-d2)phenyl)-1-oxopropane-2-yl)pyrrolidine-1-carboxylate